2,5-dimethyl-4-phenyl-1H-pyrrole-3-carboxylic acid ethyl ester C(C)OC(=O)C1=C(NC(=C1C1=CC=CC=C1)C)C